(S or R)-1-cyclopropyl-4-((6-(2-(ethoxymethoxy)-6-methyl-4-(trifluoromethyl)phenyl)-3-((R or S)-1-hydroxyethyl)-2H-pyrazolo[3,4-b]pyrazin-2-yl)methyl)pyrrolidin-2-one C1(CC1)N1C(C[C@@H](C1)CN1N=C2N=C(C=NC2=C1[C@@H](C)O)C1=C(C=C(C=C1C)C(F)(F)F)OCOCC)=O |o1:6,18|